C(N)(=N)C1=CC=C(CNC(=O)C=2C=NN(C2)CC2=CC=C(C=C2)CCC#N)C=C1 N-(4-carbamimidoylbenzyl)-1-(4-(2-cyanoethyl)benzyl)-1H-pyrazole-4-carboxamide